Methyl-N-[(E,1S)-6-(dimethylamino)-1-[[1-[[5-fluoro-7-(3,3,3-trifluoropropyl)-1H-benzimidazol-2-yl]methyl]-2-oxo-3-pyridyl]carbamoyl]-6-oxo-hex-4-enyl]carbamat COC(N[C@@H](CC\C=C\C(=O)N(C)C)C(NC=1C(N(C=CC1)CC1=NC2=C(N1)C(=CC(=C2)F)CCC(F)(F)F)=O)=O)=O